CC=1N=C(C2=C(N1)C=NC(=C2)N)N methylpyrido[3,4-d]pyrimidine-4,6-diamine